(S)-2-((1,3-dioxoisoindolin-2-yl)methyl)morpholine-4-carboxylic acid tert-butyl ester C(C)(C)(C)OC(=O)N1C[C@@H](OCC1)CN1C(C2=CC=CC=C2C1=O)=O